7-(8-ethynyl-7-fluoro-3-hydroxynaphthalen-1-yl)-2-(((S)-1-methylpyrrolidin-2-yl)methoxy-d2)Pyrido[3,4-d]Pyrimidin-8(7H)-one C(#C)C=1C(=CC=C2C=C(C=C(C12)N1C(C=2N=C(N=CC2C=C1)OC([2H])([2H])[C@H]1N(CCC1)C)=O)O)F